4-((E)-4-(4-methylpiperazine-1-yl)styryl)quinoline CN1CCN(CC1)C1=CC=C(/C=C/C2=CC=NC3=CC=CC=C23)C=C1